C(C)(C)N1C(N(C2=C1C=CC=C2)C(=O)NC2C[C@H]1CC[C@@H](C2)N1C)=O 3-isopropyl-N-[(1R,5S)-8-methyl-8-azabicyclo[3.2.1]octan-3-yl]-2-oxo-1,3-benzodiazole-1-carboxamide